4-amino-1-(3-(trifluoromethoxy)phenyl)-1H-indazole NC1=C2C=NN(C2=CC=C1)C1=CC(=CC=C1)OC(F)(F)F